4-cyanobenzene C(#N)C1=CC=CC=C1